The molecule is a 3',5'-cyclic purine nucleotide that is 3',5'-cyclic AMP in which the hydrogen at position 2 on the purine fragment is replaced by a dimethylamino group. It is a 3',5'-cyclic purine nucleotide, an adenyl ribonucleotide and a tertiary amino compound. It derives from a 3',5'-cyclic AMP. CN(C)C1=NC(=C2C(=N1)N(C=N2)[C@H]3[C@@H]([C@H]4[C@H](O3)COP(=O)(O4)O)O)N